OCC1=NN=C(S1)C=1C(=C2C(=NC1)NC=C2)N[C@H]2CN(C[C@H](C2)C)C(CC#N)=O 3-((3R,5S)-3-((5-(5-(hydroxymethyl)-1,3,4-thiadiazol-2-yl)-1H-pyrrolo[2,3-b]pyridin-4-yl)amino)-5-methylpiperidin-1-yl)-3-oxopropanenitrile